(1R,3R)-3-(3-chlorophenyl)-N-(6-(((6-cyclopropyl-8-(3-methyl-2,4-dioxoimidazolidin-1-yl)imidazo[1,2-a]pyridin-2-yl)methyl)amino)pyrimidin-4-yl)-2,2-difluorocyclopropane-1-carboxamide ClC=1C=C(C=CC1)[C@@H]1C([C@H]1C(=O)NC1=NC=NC(=C1)NCC=1N=C2N(C=C(C=C2N2C(N(C(C2)=O)C)=O)C2CC2)C1)(F)F